C(C)(=O)NC=1C=C(C=NC1)N1CC(C1)OC1=C(C(=O)NC=2C=NC=C(C2)C(F)(F)F)C=CC(=C1)C ((1-(5-acetamidopyridin-3-yl)azetidin-3-yl)oxy)-4-methyl-N-(5-(trifluoromethyl)pyridin-3-yl)benzamide